C(N)(=O)C1=[N+](C=CC(=C1)[C@H]1CN(CCO1)[C@H](C(=O)NC1=NC=C(C=C1)OC1=C(C=C(C=C1)F)F)C)[O-] carbamoyl-4-((S)-4-((S)-1-((5-(2,4-difluorophenoxy)pyridin-2-yl)amino)-1-oxopropan-2-yl)morpholin-2-yl)pyridine 1-oxide